tert-butyl 5-(4-(5-chloro-2-formylphenoxy)phenyl)-3',6'-dihydro-[3,4'-bipyridine]-1'(2'H)-carboxylate ClC=1C=CC(=C(OC2=CC=C(C=C2)C=2C=C(C=NC2)C=2CCN(CC2)C(=O)OC(C)(C)C)C1)C=O